ClC1=CC=C(C=C1Br)C(C)(C)C 2-chloro-3-bromo-5-tert-butylbenzene